C1(CC1)C1=NN(C=N1)C1CC2(CN(C2)C(=O)N2CC3(C2)CN(C3)CC=3C=NN(C3C)CC(F)(F)F)C1 [6-(3-cyclopropyl-1,2,4-triazol-1-yl)-2-azaspiro[3.3]heptan-2-yl]-[6-[[5-methyl-1-(2,2,2-trifluoroethyl)pyrazol-4-yl]methyl]-2,6-diazaspiro[3.3]heptan-2-yl]methanone